C(C)NC(=O)NCCCCCCCCC N-ethyl-N'-nonylurea